C(C)(C)(C)C1=C(C(=CC=C1C)C)O 2-tert-butyl-3,6-xylenol